2-(isocyanatomethyl)furan N(=C=O)CC=1OC=CC1